perfluorophenyl 1-azido-3,6,9,12,15,18,21,24-octaoxaheptacosan-27-oate N(=[N+]=[N-])CCOCCOCCOCCOCCOCCOCCOCCOCCC(=O)OC1=C(C(=C(C(=C1F)F)F)F)F